OC(C)N[C@@H]([C@H](O)C)C(=O)O 1-hydroxyethyl-(threonine)